1,2-bis(3,5-dibromophenyl)ethane-1,2-dione BrC=1C=C(C=C(C1)Br)C(C(=O)C1=CC(=CC(=C1)Br)Br)=O